(S)-N-(1-cyclohexyl-2-((5-(3,5-dimethyl-1H-pyrazol-4-yl)-6-fluoropyridin-2-yl)amino)-2-oxoethyl)-1-(penta-1,4-dien-3-yl)-1H-pyrazole-5-carboxamide C1(CCCCC1)[C@@H](C(=O)NC1=NC(=C(C=C1)C=1C(=NNC1C)C)F)NC(=O)C1=CC=NN1C(C=C)C=C